C(#N)C1=CC=CC2=C1CN(CCC2)C2=CC=CC(=N2)N2CCN(CC2)CC2=NC1=C(N2C[C@H]2OCC2)C=C(C=C1)C(=O)O (S)-2-((4-(6-(9-cyano-1,3,4,5-tetrahydro-2H-benzo[c]azepin-2-yl)pyridin-2-yl)piperazin-1-yl)methyl)-1-(oxetan-2-ylmethyl)-1H-benzo[d]imidazole-6-carboxylic acid